(2E)-N-(4-((3-chloro-4-fluorophenyl)amino)-3-cyano-7-ethoxy-6-quinolinyl)-4-(dimethylamino)-2-butenamide ClC=1C=C(C=CC1F)NC1=C(C=NC2=CC(=C(C=C12)NC(\C=C\CN(C)C)=O)OCC)C#N